7-((5-chloropyridin-2-yl)methyl)-1-(3-hydroxypropyl)-3-methyl-8-(p-tolyl)-1H-purine-2,6(3H,7H)-dione ClC=1C=CC(=NC1)CN1C(=NC=2N(C(N(C(C12)=O)CCCO)=O)C)C1=CC=C(C=C1)C